COC=1C=C(C=C(C1)OC)CC(C(=O)N)C1=CC=CC=C1 3-(3,5-dimethoxyphenyl)-2-phenylpropionamide